CC1=CC=CC(=N1)N1C(NC(=CC1=O)N[C@@H](C)C1=CC=CC=C1)=O (S)-3-(6-methylpyridin-2-yl)-6-((1-phenylethyl)amino)pyrimidine-2,4(1h,3h)-dione